citric acid triammonium salt [NH4+].[NH4+].[NH4+].C(CC(O)(C(=O)[O-])CC(=O)[O-])(=O)[O-]